ethyl 2-cyano-2-[5-ethylsulfonyl-6-[3-methyl-6-(trifluoromethyl)imidazo[4,5-c]pyridin-2-yl]-3-pyridyl]propanoate C(#N)C(C(=O)OCC)(C)C=1C=NC(=C(C1)S(=O)(=O)CC)C1=NC2=C(C=NC(=C2)C(F)(F)F)N1C